1-((3S,4R)-4-(3,4-difluorophenyl)-1-(3-methyl-1H-pyrazol-4-yl)pyrrolidin-3-yl)-3-(3-ethoxy-4-methyl-1-phenyl-1H-pyrazol-5-yl)urea FC=1C=C(C=CC1F)[C@H]1[C@@H](CN(C1)C=1C(=NNC1)C)NC(=O)NC1=C(C(=NN1C1=CC=CC=C1)OCC)C